4-nitrophenyl 1-(5-((1H-imidazol-1-yl) methyl)-6-methoxy-[1,1'-biphenyl]-3-yl)-3-methyl-5-oxo-4,5-dihydro-1H-pyrazole-4-carboxylate N1(C=NC=C1)CC=1C=C(C=C(C1OC)C1=CC=CC=C1)N1N=C(C(C1=O)C(=O)OC1=CC=C(C=C1)[N+](=O)[O-])C